N(C1=CC=CC=C1)C1=C(C=NC2=CC=C(C=C12)C=1C=CC(=NC1)C(=O)O)C(NC)=O 5-[4-anilino-3-(methylcarbamoyl)-6-quinolyl]pyridine-2-carboxylic acid